C(C)OC(N(C=1SC(=C(C1C(NC=1N=NC(=CC1)OC)=O)CN(C)C)C1=CC=C(C=C1)[N+](=O)[O-])CC1=C(C=CC=C1F)F)=O ethyl(2,6-difluorobenzyl)-(4-dimethylaminomethyl-3-(6-methoxypyridazin-3-ylcarbamoyl)-5-(4-nitrophenyl)thiophen-2-yl)carbamate